Ethyl (Z)-2-azido-3-(4-bromo-2-methyl-phenyl)prop-2-enoate N(=[N+]=[N-])\C(\C(=O)OCC)=C/C1=C(C=C(C=C1)Br)C